FC(CCCCOC1=NSN=C1C=1CN(CCC1)C)F 3-((5,5-Difluoropentyl)oxy)-4-(1-methyl-1,2,5,6-tetrahydropyridin-3-yl)-1,2,5-thiadiazole